C1(=CC=CC=C1)N[C@H](CO)C(=O)O (1R,2R)-phenylseryl alcohol